Cl.CC=1NC(=C(C(C1C(=O)O)C1=CC(=CC=C1)[N+](=O)[O-])C(=O)O)C (4RS)-2,6-dimethyl-4-(3-nitrophenyl)-1,4-dihydropyridine-3,5-dicarboxylic acid monohydrochloride